(R)-(3-Aminopiperidin-1-yl)(2-(1-(cyclopropylmethyl)-4-fluoro-1H-indol-2-yl)-3-methylimidazo[1,2-a]pyridin-7-yl)methanone N[C@H]1CN(CCC1)C(=O)C1=CC=2N(C=C1)C(=C(N2)C=2N(C1=CC=CC(=C1C2)F)CC2CC2)C